2-(hydroxymethyl)-5-(3-(hydroxymethyl)piperazin-1-yl)-2,3-dihydro-1,4-benzodioxine OCC1COC2=C(O1)C=CC=C2N2CC(NCC2)CO